Cl[C@@H](CCCCl)C=1C=NC=CC1 (S)-3-(1,4-dichlorobutyl)pyridine